N(=[N+]=[N-])[C@H]1[C@H](N(CC1)C(C1=C(C(=C(C(=C1[2H])[2H])[2H])[2H])[2H])([2H])[2H])C (2R,3R)-3-azido-1-(dideutero(pentadeuterophenyl)methyl)-2-methylpyrrolidine